(+-)-2-iodobutane I[C@H](C)CC |r|